FC=1C(=CC2=C(C(NC=3CNC[C@@H](C23)N(C(=O)C=2NC3=CC(=CC=C3C2)F)C)=O)C1)F (R)-N-(8,9-Difluoro-6-oxo-1,2,3,4,5,6-hexahydrobenzo[c][1,7]naphthyridin-1-yl)-6-fluoro-N-methyl-1H-indole-2-carboxamide